(R)-N-(3-(1-((2-amino-5-chloropyridin-3-yl)oxy)ethyl)phenyl)-4-(trifluoromethyl)picolinamide NC1=NC=C(C=C1O[C@H](C)C=1C=C(C=CC1)NC(C1=NC=CC(=C1)C(F)(F)F)=O)Cl